2-(3-pyridinyl)-2-methyl-4-acetoxy-5-amino-3(2H)-furanone N1=CC(=CC=C1)C1(OC(=C(C1=O)OC(C)=O)N)C